C(C)(C)(CC(C)(C)C)C1=C(C=CC=C1)O tertoctyl-phenol